(R)-2-amino-1-(4-((R)-amino(4,5-dichloro-2-hydroxyphenyl)methyl)piperidin-1-yl)-4-methylpentan-1-one N[C@@H](C(=O)N1CCC(CC1)[C@H](C1=C(C=C(C(=C1)Cl)Cl)O)N)CC(C)C